CC(CN1C(=NC=2C1=NC(=CC2)C2=C(N=C(N2)C(C)(C)C)C2=CC=C(C=C2)F)N)(C)C 3-(2,2-Dimethylpropyl)-5-[4-(4-fluorophenyl)-2-(2-methyl-2-propanyl)-1H-imidazol-5-yl]-3H-imidazo[4,5-b]pyridin-2-amine